3-(1-methyl-1H-pyrrolo[2,3-b]pyridin-5-yl)-2-oxo-2,3-dihydro-1H-benzo[d]imidazole-1-carboxylic acid tert-butyl ester C(C)(C)(C)OC(=O)N1C(N(C2=C1C=CC=C2)C=2C=C1C(=NC2)N(C=C1)C)=O